NC1=C(C(=CC=C1)C)NC(C1=C(C=C(C(=C1)F)N1N=C2N(CCCC2)C1=O)O[C@@H](C)CCC)=O N-(2-amino-6-methylphenyl)-5-fluoro-4-(3-oxo-5,6,7,8-tetrahydro[1,2,4]triazolo[4,3-a]pyridin-2(3H)-yl)-2-[(2S)-pent-2-yloxy]benzamide